C[C@H]1[C@@H]([C@H]([C@H]([C@@H](O1)O[C@H]2[C@@H]([C@H](O[C@H]([C@@H]2O)O)CO)O)O)O)O[C@H]3[C@@H]([C@H]([C@@H]([C@H](O3)CO)O[C@H]4[C@@H]([C@H](C=C(O4)C(=O)O)O)O)O)O The molecule is a tetrasaccharide consisting of beta-D-Delta(4)-glucopyranuronic acid, beta-D-glucopyranosyl, alpha-L-rhamnopyranosyl and beta-D-glucopyranosyl residues, joined in sequence by (1->4), (1->4) and (1->3)-glycosidic bonds, respectively. It is a conjugate acid of a beta-D-Delta(4)-GlcpA-(1->4)-beta-D-Glcp-(1->4)-alpha-L-Rhap-(1->3)-beta-D-Glcp(1-).